(E)-3-methyl-1-phenyl-4,5-dihydro-1H-pyrazol-5-one CC1=NN(C(C1)=O)C1=CC=CC=C1